C1(CC1)N1C=C(C=2N=C(N=CC21)SCC=2C=CC(=C(C2)CC(=O)O)F)N2CC(OC(C2)(F)F)(F)F 2-(5-(((5-cyclopropyl-7-(2,2,6,6-tetrafluoromorpholino)-5H-pyrrolo[3,2-d]pyrimidin-2-yl)thio)methyl)-2-fluorophenyl)acetic acid